C(C1=CC=CC=C1)([O-])=S BENZOTHIOATE